BrC=1C=C2C(C3C(NC2=CC1)C=1CCC2=C(C1SC3)C=CC=C2)(C)C 9-bromo-7,7-dimethyl-6a,7,12,12a,13,14-hexahydro-6H-benzo[7,8]thiochromeno[4,3-b]quinoline